(R)-2-methyl-N-(3-methyl-5-(N-(1-(piperidin-4-yl)ethyl)sulfamoyl)pyridin-2-yl)benzamide CC1=C(C(=O)NC2=NC=C(C=C2C)S(N[C@H](C)C2CCNCC2)(=O)=O)C=CC=C1